di-(2-ethyl-decyl) ether C(C)C(COCC(CCCCCCCC)CC)CCCCCCCC